6-(3,4-dimethylphenyl)-3-((1,1-dioxido-2,3-dihydrothiophen-3-yl)amino)-1,5-dihydro-4H-pyrazolo[4,3-c]pyridin-4-one trifluoroacetate FC(C(=O)O)(F)F.CC=1C=C(C=CC1C)C1=CC2=C(C(N1)=O)C(=NN2)NC2CS(C=C2)(=O)=O